8-(benzyloxy)-2-[6-(benzyloxy)-6-oxo-hexyl]-8-oxo-octanoic acid C(C1=CC=CC=C1)OC(CCCCCC(C(=O)O)CCCCCC(=O)OCC1=CC=CC=C1)=O